COC1=CC=C(C=N1)N1C(NC2=CC=CC=C2C1)=O 3-(6-methoxypyridin-3-yl)-3,4-dihydroquinazolin-2(1H)-one